C(C)C=1C=CC=C2C=CC=C(C12)N1CC=2N=C(N=C(C2CC1)C(=O)NC)OCC12CCCN2CCC1 7-(8-ethylnaphthalen-1-yl)-2-((hexahydro-1H-pyrrolizin-7a-yl)methoxy)-N-methyl-5,6,7,8-tetrahydropyrido[3,4-d]pyrimidine-4-carboxamide